CC=1C(=C(C(=O)O)C=CC1)[N+](=O)[O-] 3-methyl-2-nitrobenzoic acid